NC(C[C@H](CN[C@H](C(=O)OC)C)NC(CCCCCCC)=O)=O methyl (2S)-2-[[(2R)-4-amino-2-(octanoylamino)-4-oxo-butyl]amino]propanoate